3-(((2,5-dimethoxyphenethyl)amino)methyl)-5-methylbenzonitrile COC1=C(CCNCC=2C=C(C#N)C=C(C2)C)C=C(C=C1)OC